(2S,4R)-N-(6-bromopyridin-2-yl)-4-methoxypyrrolidine-2-carboxamide BrC1=CC=CC(=N1)NC(=O)[C@H]1NC[C@@H](C1)OC